4-(1-(4-fluorophenyl)ethyl)-6-methyl-2-(1H-pyrazol-4-yl)-1,6-dihydro-7H-pyrrolo[2,3-c]pyridin-7-one FC1=CC=C(C=C1)C(C)C=1C2=C(C(N(C1)C)=O)NC(=C2)C=2C=NNC2